C1(=CC=CC=C1)N1P(C2=C(C3=C1C=CC=C3)C=CC=C2)C2=CC=CC=C2 5,6-diphenylbenzo[c][2,1]benzazaphosphine